4-butenyl-benzol C(=CCC)C1=CC=CC=C1